5-bromo-2-(methylsulfanyl)-6-(1H-pyrazol-1-yl)pyrimidin-4-amine BrC=1C(=NC(=NC1N1N=CC=C1)SC)N